C(CCCCCCCCCC)C=1NC=CC1 2-undecylpyrrole